C1(CCCC1)S(=O)(=O)CCCC(=O)NC[C@H]1CN(CCO1)CC1=CC(=C(C=C1)F)Cl (2S)-4-(cyclopentylsulfonyl)-N-{[4-(3-chloro-4-fluorobenzyl)morpholin-2-yl]methyl}butanamide